[1-[[7-[8-ethyl-7-fluoro-3-(methoxymethoxy)-1-naphthyl]-8-fluoro-4-(2-oxa-6-azabicyclo[5.1.0]octan-6-yl)pyrido[4,3-d]pyrimidin-2-yl]oxymethyl]cyclopropyl]-methanol C(C)C=1C(=CC=C2C=C(C=C(C12)C1=C(C=2N=C(N=C(C2C=N1)N1CCCOC2CC12)OCC1(CC1)CO)F)OCOC)F